methyl(((7-(5-(trifluoromethyl)-1,2,4-oxadiazol-3-yl)imidazo[1,2-a]pyridin-2-yl)methyl)imino)(5-(trifluoromethyl)pyridin-2-yl)-λ6-sulfanone CS(=O)(C1=NC=C(C=C1)C(F)(F)F)=NCC=1N=C2N(C=CC(=C2)C2=NOC(=N2)C(F)(F)F)C1